3β-hydroxy-7-methylidenecholane O[C@@H]1CC2CC([C@H]3[C@@H]4CC[C@H]([C@@H](CCC)C)[C@]4(CC[C@@H]3[C@]2(CC1)C)C)=C